N(=C=O)CCC[Si](OC)(OC)C 3-Isocyanatopropylmethyldimethoxysilane